FC=1C=C(C(=O)N(C)C)C=C(C1O)C1=CC2=C(NC(=N2)C)C=C1 3-fluoro-4-hydroxy-N,N-dimethyl-5-(2-methyl-1H-benzimidazol-5-yl)benzamide